(1S,3aR,6aS)-N-((R)-4-hydroxy-3-oxo-1-((S)-2-oxopiperidin-3-yl)butan-2-yl)-2-(2-oxo-2-(o-tolylamino)acetyl)octahydrocyclopenta[c]pyrrole-1-carboxamide OCC([C@@H](C[C@H]1C(NCCC1)=O)NC(=O)[C@H]1N(C[C@H]2[C@@H]1CCC2)C(C(NC2=C(C=CC=C2)C)=O)=O)=O